COC(=O)C=1C=C2C3(CNC2=CC1)CCCCC3 dihydrospiro[cyclohexane-1,3'-indole]-5'-carboxylic acid methyl ester